C(C)OC(CC(=O)NC1=CC(=C(C=C1)Br)[N+](=O)[O-])=O.FC1=C(OC2CCC3(CN(C3)C(=O)N3C[C@H](CC3)N3C=NN=C3)CC2)C=CC(=C1)C(F)(F)F [7-[2-Fluoro-4-(trifluoromethyl)phenoxy]-2-azaspiro[3.5]nonan-2-yl]-[(3S)-3-(1,2,4-triazol-4-yl)pyrrolidin-1-yl]methanone ethyl-3-((4-bromo-3-nitrophenyl)amino)-3-oxopropanoate